Nonadecanoic acid 7-[4-(4-benzo[b]thiophen-4-ylpiperazin-1-yl)butoxy]-2-oxo-2H-quinolin-1-ylmethyl ester S1C2=C(C=C1)C(=CC=C2)N2CCN(CC2)CCCCOC2=CC=C1C=CC(N(C1=C2)COC(CCCCCCCCCCCCCCCCCC)=O)=O